2-[2-(2-pyridyl)vinyl]-2,4,6-cycloheptatrien-1-one N1=C(C=CC=C1)C=CC=1C(C=CC=CC1)=O